1-carboxy-2-bromoethyl benzoate C(C1=CC=CC=C1)(=O)OC(CBr)C(=O)O